ClC1=NC=C(C(=C1)C1=C(C=NC(=C1)C)C(=O)NC=1SC2=C(N1)CN(C2)C(=O)C2CC(C2)C(F)(F)F)OC 2'-chloro-5'-methoxy-6-methyl-N-(5-((1r,3r)-3-(trifluoromethyl)cyclobutane-1-carbonyl)-5,6-dihydro-4H-pyrrolo[3,4-d]thiazol-2-yl)-[4,4'-bipyridine]-3-carboxamide